5-(6-(cyclobutylmethyl)-1H-pyrrolo[2,3-b]pyridin-3-yl)-N-(1-methylpiperidin-4-yl)pyrazolo[1,5-a]pyridine-3-carboxamide C1(CCC1)CC1=CC=C2C(=N1)NC=C2C2=CC=1N(C=C2)N=CC1C(=O)NC1CCN(CC1)C